ClC1=C(C=C(C=C1)S(=O)(=O)N(S(=O)(=O)C1=CC(=C(C=C1)Cl)C(F)(F)F)C=1C(=NC=C(C1)C)OC=1C=C(C=CC1)NC(C=C)=O)C(F)(F)F N-{3-[(3-{N-[4-chloro-3-(trifluoromethyl)benzenesulfonyl]4-chloro-3-(trifluoromethyl)benzenesulfonamido}-5-methylpyridin-2-yl)oxy]phenyl}prop-2-enamide